BrC1=NN2C(C=C(C=C2)C2=C3C=C(N=CC3=C(N=C2)NC)C2(CC2)C(=O)N)=N1 (5-(2-bromo-[1,2,4]triazolo[1,5-a]pyridin-7-yl)-8-(methylamino)-2,7-naphthyridin-3-yl)cyclopropanecarboxamide